2-((2S)-1-(7-Hydroxy-2'-(((S)-1-methylpyrrolidin-2-yl)methoxy)-3,4,5',8'-tetrahydro-2H,6'H-spiro[naphthalene-1,7'-quinazolin]-4'-yl)-4-tritylpiperazin-2-yl)acetonitrile OC1=CC=C2CCCC3(CCC=4C(=NC(=NC4C3)OC[C@H]3N(CCC3)C)N3[C@H](CN(CC3)C(C3=CC=CC=C3)(C3=CC=CC=C3)C3=CC=CC=C3)CC#N)C2=C1